(2-cyclopropylthiazol-5-yl)(4-fluorophenyl)methanol C1(CC1)C=1SC(=CN1)C(O)C1=CC=C(C=C1)F